3,4-dimethyl-N-[(1s,4s)-4-{[2-(trifluoromethyl)quinolin-4-yl]amino}cyclohexyl]thiophene-2-carboxamide CC1=C(SC=C1C)C(=O)NC1CCC(CC1)NC1=CC(=NC2=CC=CC=C12)C(F)(F)F